[6-(3-cyclopropyl-1,2,4-triazol-1-yl)-2-azaspiro[3.3]heptan-2-yl]-[6-[(3-phenyl-1,2,4-oxadiazol-5-yl)methyl]-2,6-diazaspiro[3.3]heptan-2-yl]methanone C1(CC1)C1=NN(C=N1)C1CC2(CN(C2)C(=O)N2CC3(C2)CN(C3)CC3=NC(=NO3)C3=CC=CC=C3)C1